benzyl N-methyl-N-(5,6,7,8-tetrahydro-4H-pyrazolo[1,5-a][1,4]diazepin-2-yl)carbamate CN(C(OCC1=CC=CC=C1)=O)C1=NN2C(CNCCC2)=C1